amino-2-(3,5-dichloro-4-((7-cyclopropyl-1-oxo-2,5,6,7-tetrahydro-1H-cyclopenta[d]pyridazin-4-yl)oxy)phenyl)-1,2,4-triazine-3,5(2H,4H)-dione NN1C(N(N=CC1=O)C1=CC(=C(C(=C1)Cl)OC=1C2=C(C(NN1)=O)C(CC2)C2CC2)Cl)=O